C(C1=CC=CC=C1)B(O)O tolueneboronic acid